C(C)NC1=NC(C(=C2N1C=CC(=C2)C(F)(F)F)C2=C(C(=CC=C2)OC)F)=O (ethylamino)-4-(2-fluoro-3-methoxyphenyl)-6-(trifluoromethyl)-3H-pyrido[1,2-C]pyrimidin-3-one